C(C)(C)N1N=C(C=C1C1[C@H]2CC(C[C@@H]12)N1CCOCC1)C1=NC(=NC=C1)C(F)(F)F 4-((1R,3s,5S,6r)-6-(1-isopropyl-3-(2-(trifluoromethyl)pyrimidin-4-yl)-1H-pyrazol-5-yl)bicyclo[3.1.0]hexane-3-yl)morpholine